triacontanol phosphate P(=O)(O)(O)OCCCCCCCCCCCCCCCCCCCCCCCCCCCCCC